tert-Butyl (phenoxathiine-3-carbonyl)glycinate C1=CC(=CC=2OC3=CC=CC=C3SC12)C(=O)NCC(=O)OC(C)(C)C